(R)-2-((2-fluorophenyl)amino)-2-oxo-1-phenylethyl-3-amino-6-(1-(piperidin-4-yl)-1H-pyrazol-4-yl)pyrazine FC1=C(C=CC=C1)NC([C@H](C1=CC=CC=C1)C1=NC(=CN=C1N)C=1C=NN(C1)C1CCNCC1)=O